C(C)OC1=NC=CC=C1C1=NC=C2NC(N(C2=N1)CC1=CC=C(C=C1)C=1N(C=C(N1)C(F)(F)F)C)=O 2-(2-ethoxypyridin-3-yl)-9-(4-(1-methyl-4-(trifluoromethyl)-1H-imidazol-2-yl)benzyl)-7,9-dihydro-8H-purin-8-one